NC(C)C1=NC(=NN1C1=NC=CC=N1)N(C(OC(C)(C)C)=O)C tert-Butyl N-[5-(1-aminoethyl)-1-pyrimidin-2-yl-1,2,4-triazol-3-yl]-N-methyl-carbamate